COC(=O)C1=CC=NN1CC1CC1 1-(cyclopropylmethyl)-1H-pyrazole-5-carboxylic acid methyl ester